1-(2-chloropyrimidin-4-yl)-8-fluoro-5,6-dihydro-4H-imidazo[4,5,1-ij]quinolin-2(1H)-one ClC1=NC=CC(=N1)N1C(N2CCCC3=CC(=CC1=C23)F)=O